O.[Na].N[C@H](CCC(=O)O)C(=O)O D-glutamic acid monosodium hydrate